lithium 4,5,6,7-tetracyano-2-pentafluoroethylbenzimidazolide C(#N)C1=C(C(=C(C=2N=C([N-]C21)C(C(F)(F)F)(F)F)C#N)C#N)C#N.[Li+]